1-(6-chloro-2-methylpyridin-3-yl)-N-((5-phenyl-1,3,4-thiadiazol-2-yl)methyl)-1H-1,2,3-triazole-4-carboxamide ClC1=CC=C(C(=N1)C)N1N=NC(=C1)C(=O)NCC=1SC(=NN1)C1=CC=CC=C1